C(C)OC(=O)C=1CN(CC1)C(=O)OC(C)(C)C N-Boc-2,5-dihydropyrrole-3-carboxylic acid ethyl ester